tert-butyl 8-(5-bromopyrimidin-2-yl)-3,8-diazabicyclo[3.2.1]octane-3-carboxylate BrC=1C=NC(=NC1)N1C2CN(CC1CC2)C(=O)OC(C)(C)C